C(=C)C1=C(C=C(C2=CC=CC=C12)C=C)C=C 1,2,4-trivinylnaphthalene